C(CCCCCCCCCC#C)N1CC2(CCOCC2)OC2=C(C1=O)C=CC(=C2)C=2C=C(C=CC2C)N(C(OC(C)(C)C)=O)C(=O)C2CCOCC2 tert-butyl (3-(4-(dodec-11-yn-1-yl)-5-oxo-2',3',4,5,5',6'-hexahydro-3H-spiro[benzo[f][1,4]oxazepine-2,4'-pyran]-8-yl)-4-methylphenyl)(tetrahydro-2H-pyran-4-carbonyl)carbamate